1-bromo-2-chlorotetrafluoroethane BrC(C(Cl)(F)F)(F)F